3-((bis(4-chlorophenyl)methyl)amino)-2-((boc)amino)-3-oxopropanoic acid ethyl ester C(C)OC(C(C(=O)NC(C1=CC=C(C=C1)Cl)C1=CC=C(C=C1)Cl)NC(=O)OC(C)(C)C)=O